tert-Butyl ((S)-1-(6-chloro-7-((S)-2-cyclopropoxy-1-((S)-2-oxo-4-(trifluoromethyl)imidazolidin-1-yl)ethyl)imidazo[1,2-b]pyridazin-2-yl)-5,5,5-trifluoro-4,4-dimethylpentyl)carbamate ClC=1C(=CC=2N(N1)C=C(N2)[C@H](CCC(C(F)(F)F)(C)C)NC(OC(C)(C)C)=O)[C@@H](COC2CC2)N2C(N[C@@H](C2)C(F)(F)F)=O